(2S,4R)-N-((R)-1-(4-carbamimidoylthiophen-2-yl)ethyl)-1-((9,9-difluoro-9H-fluorene-3-carbonyl)glycyl)-4-fluoro-4-(hydroxymethyl)pyrrolidine-2-carboxamide C(N)(=N)C=1C=C(SC1)[C@@H](C)NC(=O)[C@H]1N(C[C@](C1)(CO)F)C(CNC(=O)C=1C=CC=2C(C3=CC=CC=C3C2C1)(F)F)=O